(3R,4S)-3-((dimethylamino)methyl)-4-hydroxy-4-(3-methoxyphenyl)piperidine-1-carboxylic acid tert-butyl ester C(C)(C)(C)OC(=O)N1C[C@H]([C@@](CC1)(C1=CC(=CC=C1)OC)O)CN(C)C